ClC=1SC(=CN1)C1N=C(N(C1)C)N(CC(=O)O)C 2-[[4-(2-chlorothiazol-5-yl)-1-methyl-4,5-dihydroimidazol-2-yl]-methylamino]acetic acid